N-(2-(2-cyano-4,4-difluoropyrrolidin-1-yl)-2-oxoethyl)-6-(2-(6-hydroxypyridin-3-yl)vinyl)quinoline-4-carboxamide C(#N)C1N(CC(C1)(F)F)C(CNC(=O)C1=CC=NC2=CC=C(C=C12)C=CC=1C=NC(=CC1)O)=O